BrC=1CN(C=C(N1)Br)C 3,5-dibromo-1-methyl-pyrazine